3,4-dihydro-6-methyl-1,2,3-oxathiazin-4-one CC1=CC(NSO1)=O